FC1=C(NC=2C(=NC(=C(N2)NC)C=2C3=C(C=NC2)N(C=N3)C)C(=O)N)C=CC(=C1)CN1[C@H]3CO[C@@H](C1)C3 3-[2-Fluoro-4-[[(1R,4R)-2-oxa-5-azabicyclo[2.2.1]heptan-5-yl]methyl]anilino]-5-(methylamino)-6-(3-methylimidazo[4,5-c]pyridin-7-yl)pyrazin-2-carboxamid